N[C@H]1[C@@H](OCCC1)C1=CC2=NC(=CC(=C2S1)NCC1=CC=CC=C1)Cl 2-((2r,3r)-3-aminotetrahydro-2H-pyran-2-yl)-N-benzyl-5-chlorothieno[3,2-b]pyridin-7-amine